6-(2-acetyl-6,9-dioxo-5-(4-(trifluoromethyl)benzyl)-2,5,8-triazaspiro[3.5]nonan-8-yl)-5-methylnicotinonitrile C(C)(=O)N1CC2(C1)N(C(CN(C2=O)C2=NC=C(C#N)C=C2C)=O)CC2=CC=C(C=C2)C(F)(F)F